C1(CC1)C1=NC=C(C(=O)NCCO)C(=C1)NC(=O)N1C[C@@](CC1)(C1=NC=NS1)C1=CC(=C(C=C1)C)F (S)-6-cyclopropyl-4-(3-(3-fluoro-4-methylphenyl)-3-(1,2,4-thiadiazol-5-yl)pyrrolidine-1-carboxamido)-N-(2-hydroxyethyl)nicotinamide